C(C(=O)[O-])(=O)OCl chloro (oxalate)